CN(C=1SC(=C(N1)C1=NC(=CC=C1)C)OC1=CC(=NC=C1)NC1=NC=C(C(=O)N)C=C1)C 6-((4-((2-(Dimethylamino)-4-(6-methylpyridin-2-yl)thiazol-5-yl)oxy)pyridin-2-yl)amino)nicotinamide